N-(cyclopropylmethyl)-6-((5-methyl-3-(6-methylpyridin-3-yl)isoOxazol-4-yl)methoxy)pyridazine-3-carboxamide C1(CC1)CNC(=O)C=1N=NC(=CC1)OCC=1C(=NOC1C)C=1C=NC(=CC1)C